[Zn].[Cd].[In] indium-cadmium-zinc